BrC=1C=C(C=CC1)NC(\C(=C\C)\C)=O (E)-N-(3-bromophenyl)-2-methylbut-2-enamide